(2S)-2-amino-3-cyclopropylpropan-1-ol N[C@H](CO)CC1CC1